C(C)OC=CC1=C(N=C(N=N1)N(CC1=CC=C(C=C1)OC)CC1=CC=C(C=C1)OC)OC 6-(2-ethoxyvinyl)-5-methoxy-N,N-bis[(4-methoxyphenyl)methyl]-1,2,4-triazin-3-amine